3-[(2-chlorophenyl)diazenyl]-1H-indol-2-ol ClC1=C(C=CC=C1)N=NC1=C(NC2=CC=CC=C12)O